C(C)(C)(C)OC(=O)N1CCC(=CC1)C1=CC(=CC=C1)[C@](C1=CC=C(C=C1)OC(F)(F)F)(O)C1(CN(C1)C)C (S)-4-{3-[(1,3-Dimethyl-azetidin-3-yl)-hydroxy-(4-trifluoromethoxy-phenyl)-methyl]-phenyl}-3,6-dihydro-2H-pyridine-1-carboxylic acid tert-butyl ester